9-fluoro-7,7-dimethyl-3,4,7,8-tetrahydro-2H-cyclopenta[4,5]pyrrolo[1,2-a]pyrazin-1(6H)-one FC=1C2=C(N3C1C(NCC3)=O)CC(C2)(C)C